OB1OC2=C(C=C1)C=C(C=C2)NC2=NC=C(C(=N2)N[C@H]2[C@@H](CCCC2)C#N)C (trans)-2-[[2-[(2-hydroxy-1,2-benzoxaborinin-6-yl)amino]-5-methyl-pyrimidin-4-yl]amino]cyclohexane-1-carbonitrile